ClC=1C(=NC=CN1)CN (3-chloropyrazin-2-yl)methanamine